[C@H]12COCC[C@@]2(C1)C1=NC=C(C=C1)B1OC(C(O1)(CC)CC)(CC)CC 2-((1S,6R)-3-oxabicyclo[4.1.0]heptan-6-yl)-5-(4,4,5,5-tetraethyl-1,3,2-dioxaborolan-2-yl)pyridine